C(C)(=O)O[Sn](O[Sn](CCCC)(CCCC)OC(C)=O)(CCCC)CCCC 1,3-di(acetyloxy)-1,1,3,3-tetrabutyldistannoxane